methyl 3-bromo-2-((2-methoxy-2-oxoethoxy)methyl)benzoate BrC=1C(=C(C(=O)OC)C=CC1)COCC(=O)OC